OC(CC(NC(C(NC(N(CC=1N=C(SC1)C(C)C)C)=O)C(C)C)=O)CC1=CC=CC=C1)C(NC(=O)OCC1=CN=CS1)CC1=CC=CC=C1 10-hydroxy-2-methyl-5-(1-methylethyl)-1-[2-(1-methylethyl)-4-thiazolyl]-3,6-dioxo-8,11-bis(phenylmethyl)-2,4,7,12-tetraazatridecan-13-oic acid, 5-thiazolylmethyl ester